2-(hydroxyethyl) ethylene oxide OCCC1CO1